BrC1=C(C=CC(=C1)F)NC(C1=CC=CC=C1)=S N-(2-Bromo-4-fluorophenyl)thiobenzamide